C(CCCCC)N1C(=NC2=C1C=CC=C2N)C2=C(C=C(C=C2C)C)C 1-hexyl-2-mesityl-1H-benzo[d]imidazol-4-amine